O[C@H](CN1N=C(C=C1)NC(C(CC(C)C)N1C(C=C(C1)OC1=C(C=CC=C1)Cl)=O)=O)CO 2-[4-(2-chloro-phenoxy)-2-oxo-2,5-dihydro-pyrrol-1-yl]-4-methyl-pentanoic acid [1-((R)-2,3-dihydroxy-propyl)-1H-pyrazol-3-yl]-amide